BrC1=NOC(C1)C(=O)NC1=CC(=C(C=C1)NCN(C)C)C#N 3-bromo-N-[3-cyano-4-[(E)-dimethylaminomethylamino]phenyl]-4,5-dihydroisoxazole-5-carboxamide